C[C@H]1N(CCOC1)CC1=CC=C(C=C1)C1=CC2=C(CC3=C2NN=C3C3=CC=C2C=NN(C2=C3)C)S1 (R)-3-methyl-4-(4-(3-(1-methyl-1H-indazol-6-yl)-1,4-dihydrothieno[2',3':4,5]cyclopenta[1,2-c]pyrazol-6-yl)benzyl)morpholine